tertiary-butylhydroperoxide C(C)(C)(C)OO